(S)-N-(7-amino-2-oxo-1-(2,3,6-trifluorophenoxy)hept-3-yl)nicotinamide NCCCC[C@@H](C(COC1=C(C(=CC=C1F)F)F)=O)NC(C1=CN=CC=C1)=O